O1C(=NC2=C1C=CC=C2)[C@H]2N(CC=1NC=NC12)C(=O)C1=CC=NC=C1 (S)-(4-(benzo[d]oxazol-2-yl)-4,6-dihydropyrrolo[3,4-d]imidazol-5(1H)-yl)(pyridin-4-yl)methanone